((tert-Butoxycarbonyl) amino) ethyl-4-methylbenzenesulfonate C(C)C1=C(C=CC(=C1)C)S(=O)(=O)ONC(=O)OC(C)(C)C